CC1(CCC(CC1)O)NC 4-methyl-4-(methylamino)cyclohexane-1-ol